FC=1C=C(C=C(C1OC1=C2C(=NC=C1)N(C=C2C2=C(C=C(C=C2)OC(C)C)F)COCC[Si](C)(C)C)F)NC(=O)NCC2(COC2)C 1-{3,5-difluoro-4-[(3-[2-fluoro-4-(propan-2-yloxy)phenyl]-1-{[2-(trimethylsilyl)ethoxy]methyl}-1H-pyrrolo[2,3-b]pyridin-4-yl)oxy]phenyl}-3-[(3-methyloxetan-3-yl)methyl]urea